1,3,5-tris(2-bromoethyl)benzene 3-(2-cyano-1H-benzo[d]imidazol-1-yl)-2-oxopropyl-acetate C(#N)C1=NC2=C(N1CC(CCC(=O)O)=O)C=CC=C2.BrCCC2=CC(=CC(=C2)CCBr)CCBr